NC=1SC(=CC1C(=O)C1=CC=C(C=C1)Cl)C (2-amino-5-methylthiophene-3-yl)(4-chlorophenyl)methanone